BrC1=CC(=C(C(=C1)C)P(C1(CC(=CC(=C1)C)C)C)C1(CC(=CC(=C1)C)C)C)C (4-bromo-2,6-dimethylphenyl)-bis(1,3,5-trimethylphenyl)phosphine